2-(4-((3-(4-Ethylphenyl)-5,5-dimethyl-2-oxoimidazolin-1-yl)methyl)-2,6-dimethylphenoxy)-2-methylpropanoic acid C(C)C1=CC=C(C=C1)N1C(N(C(C1)(C)C)CC1=CC(=C(OC(C(=O)O)(C)C)C(=C1)C)C)=O